3-(4-Isopropoxyanilino)-5-(methylamino)-6-(3-methylimidazo[4,5-c]pyridin-7-yl)pyrazin-2-carboxamid C(C)(C)OC1=CC=C(NC=2C(=NC(=C(N2)NC)C=2C3=C(C=NC2)N(C=N3)C)C(=O)N)C=C1